FC(C(=S)N)(F)F 2,2,2-trifluorothioacetamide